N-(6-(2-hydroxy-7-azaspiro[3.5]nonan-7-yl)-2,2-dimethyl-2,3-dihydrobenzofuran-5-yl)pyrazolo[1,5-a]pyrimidine-3-carboxamide OC1CC2(C1)CCN(CC2)C2=CC1=C(CC(O1)(C)C)C=C2NC(=O)C=2C=NN1C2N=CC=C1